2-amino-2-(4-(trifluoromethyl)phenyl)acetic acid NC(C(=O)O)C1=CC=C(C=C1)C(F)(F)F